N-(4-((5-chloro-6-methylpyridin-2-yl)amino)-3-(1-methyl-1H-imidazol-4-yl)phenyl)acrylamide ClC=1C=CC(=NC1C)NC1=C(C=C(C=C1)NC(C=C)=O)C=1N=CN(C1)C